1-(2-((5-phenyl-4,5-dihydro-1H-imidazol-2-yl)thio)ethyl)pyrrolidine C1(=CC=CC=C1)C1CN=C(N1)SCCN1CCCC1